FC(Cl)C[N+](C)(C)C fluorochlorocholine